NC=1C=C(C=2C=CC3=C(C=C(C=4C=CC1C2C43)S(=O)(=O)[O-])S(=O)(=O)[O-])S(=O)(=O)[O-].[Na+].[Na+].[Na+] trisodium 8-amino-1,3,6-pyrenetrisulfonate salt